(1R,6S)-3-carene [C@@H]12CC(=CC[C@@H]1C2(C)C)C